CC1=C(C(=C([C-]1CCCCCCO)C)C)C.[C-]1(C(=C(C(=C1C)C)C)C)CCCCCCO.[Fe+2] octamethyl-bis(6-hydroxyhexyl)ferrocene